OC1=CC=C(C=C1)C1=CC=CC=2CC3=CC=CC=C3C(C12)=O (4-hydroxy-phenyl)anthrone